FC(C1=NC2=C(N1)C=CC(=C2)NC([O-])=O)(F)F 2-(trifluoromethyl)-1H-benzo[d]imidazol-5-ylcarbamate